COC(C)=O methyl-acetat